BrC=1C=C(NC2(CCC3(C(N(C4=CC=C(C=C34)\C=C\C3=CC=CC=C3)C)=O)CC2)C(=O)O)C=CC1 (1r,4r)-4-(3-bromoanilino)-1'-methyl-2'-oxo-5'-[(E)-2-phenylvinyl]-1',2'-dihydrospiro[cyclohexane-1,3'-indole]-4-carboxylic acid